6-(tert-butyl)-2-oxo-10-(((R)-5-oxopyrrolidin-2-yl)methoxy)-6,7-dihydro-2H-pyrido[2',1':3,4]pyrazino[1,2-b]indazole-3-carboxylic acid C(C)(C)(C)C1N2C(C=3N(N=C4C(=CC=CC34)OC[C@@H]3NC(CC3)=O)C1)=CC(C(=C2)C(=O)O)=O